4-(4-fluorobenzyl)-2-(3-hydroxycyclobutyl)-8,8-dimethyl-2,6,7,8-tetrahydro-1H-pyrrolo[2,3-e][1,2,4]triazolo[4,3-a]pyridin-1-one FC1=CC=C(CC=2C=3N(C4=C(C2)NCC4(C)C)C(N(N3)C3CC(C3)O)=O)C=C1